ClC=1C(=NN2C1C(NC[C@@H]2C)=O)C2=CC=NC1=CN=C(C=C21)OC (7S)-3-chloro-2-(6-methoxy-1,7-naphthyridin-4-yl)-7-methyl-5H,6H,7H-pyrazolo[1,5-a]pyrazin-4-one